dibutyl L-(+)-tartrate C(=O)(OCCCC)[C@H](O)[C@@H](O)C(=O)OCCCC